C(CCC)C=1C=CC=2NC3=CC=CC=C3C2C1 3-butylcarbazole